(5R,6R)-5-hydroxy-6-((s)-5H-imidazo[5,1-a]isoindol-5-yl)-N,N-dimethyl-5,6,7,8-tetrahydronaphthalene-2-carboxamide O[C@H]1C=2C=CC(=CC2CC[C@@H]1[C@@H]1N2C(C3=CC=CC=C13)=CN=C2)C(=O)N(C)C